2-(4-(trifluoromethyl)phenyl)quinoline-7-carboxylic acid FC(C1=CC=C(C=C1)C1=NC2=CC(=CC=C2C=C1)C(=O)O)(F)F